5-[5-[chloro(difluoro)methyl]-1,2,4-oxadiazol-3-yl]-N-[1-(3-methylpyridin-2-yl)ethyl]pyrimidin-2-amine ClC(C1=NC(=NO1)C=1C=NC(=NC1)NC(C)C1=NC=CC=C1C)(F)F